N1(C=NC=C1)C1=NC(=NC=C1)NC=1C=C(C(=O)NC2=CC=C(C=C2)CN2CCN(CC2)C)C=CC1C 3-((4-(1H-imidazol-1-yl)pyrimidin-2-yl)amino)-4-methyl-N-(4-((4-methylpiperazin-1-yl)methyl)phenyl)benzamide